C(C)(C)(C)OC(=O)N1CCC(CC1)=C(C1=NNC2=CC=CC=C12)C#N tert-butyl-4-[cyano(1H-indazol-3-yl)methylidene]piperidine-1-carboxylate